2-chloro-N-[2,6-difluoro-4-[2-(3-pyridinyl)ethynyl]phenyl]benzenesulfonamide tert-butyl-3-(3-cyano-5-(furan-2-yl)-1H-pyrazol-1-yl)benzylcarbamate C(C)(C)(C)OC(NCC1=CC(=CC=C1)N1N=C(C=C1C=1OC=CC1)C#N)=O.ClC1=C(C=CC=C1)S(=O)(=O)NC1=C(C=C(C=C1F)C#CC=1C=NC=CC1)F